C(C)C=1C(=NOC1)C(=O)N 4-ethylisoxazole-3-carboxamide